(S)-3,5-dichloro-4-(2-(3-(cyclopropylmethoxy)-4-(difluoromethoxy)phenyl)-2-(3-(cyclopropylmethoxy)-4-formylbenzoyloxy)-ethyl)pyridine 1-oxide ClC=1C=[N+](C=C(C1C[C@H](OC(C1=CC(=C(C=C1)C=O)OCC1CC1)=O)C1=CC(=C(C=C1)OC(F)F)OCC1CC1)Cl)[O-]